FC(C)(F)C=1C=CC=2N(C1)N=C(N2)C2=C1C=C(N=CC1=C(N=C2)NC)C2(CC2)C(=O)N (5-(6-(1,1-difluoroethyl)-[1,2,4]triazolo[1,5-a]pyridin-2-yl)-8-(methylamino)-2,7-naphthyridin-3-yl)cyclopropanecarboxamide